dimethyl-ethyl-silicon acetate C(C)(=O)[O-].C[Si+](CC)C